(S)-N-((S)-1-(6-(3-cyano-4-fluorophenyl)-2-(methylthio)thiazolo[4,5-b]pyridin-5-yl)-2-(3,5-difluorophenyl)ethyl)-2-methylpropane-2-sulfinamide C(#N)C=1C=C(C=CC1F)C=1C=C2C(=NC1[C@H](CC1=CC(=CC(=C1)F)F)N[S@@](=O)C(C)(C)C)N=C(S2)SC